(1R,2S)-2-amino-3,3-difluorocyclohexan-1-ol 2,2,2-trifluoroacetate FC(C(=O)O)(F)F.N[C@H]1[C@@H](CCCC1(F)F)O